4-(4-(3-amino-1H-indazol-5-yl)-1H-pyrrolo[2,3-b]pyridin-2-yl)pyridin-2(1H)-one NC1=NNC2=CC=C(C=C12)C1=C2C(=NC=C1)NC(=C2)C2=CC(NC=C2)=O